ClC1=C(OC2(CC2)C(=O)N(C)C)C=C(C(=C1)F)N1C(N(C(N(C1=O)C)=S)C)=O 1-[2-chloro-5-(3,5-dimethyl-2,6-dioxo-4-sulfanylidene-1,3,5-triazinan-1-yl)-4-fluorophenoxy]-N,N-dimethylcyclopropanecarboxamide